1,3-bis(2-methoxyphenoxy)propane COC1=C(OCCCOC2=C(C=CC=C2)OC)C=CC=C1